NC[C@H]1N(CCC1)C(=O)OCC1=CC=CC=C1 benzyl (S)-2-(aminomethyl)pyrrolidine-1-carboxylate